N-octadecyl-gamma-aminobutyric acid C(CCCCCCCCCCCCCCCCC)NCCCC(=O)O